2-(3-chlorobenzyl)-5-fluoro-2H-Indazole-6-carboxylic acid hydroxyamide ONC(=O)C=1C(=CC2=CN(N=C2C1)CC1=CC(=CC=C1)Cl)F